N-((5-(5-(difluoromethyl)-1,3,4-oxadiazol-2-yl)thiazol-2-yl)methyl)-N-(1,5-dimethyl-1H-pyrazol-3-yl)ethanesulfonamide FC(C1=NN=C(O1)C1=CN=C(S1)CN(S(=O)(=O)CC)C1=NN(C(=C1)C)C)F